1-(2-acetylenyl-thiazole-4-carbonyl)piperidine-4-carboxylic acid methyl ester COC(=O)C1CCN(CC1)C(=O)C=1N=C(SC1)C#C